O1C(=CC2=C1C=CC=C2)C2=CC=C(C=C2)SC(CNCCF)C2=C(C(NC=N2)=O)O 6-(1-((4-(benzofuran-2-yl)phenyl)thio)-2-((2-fluoroethyl)amino)ethyl)-5-hydroxypyrimidin-4(3H)-one